ClC=1C(=CC(=C2C=CC=NC12)C1(CC1)C=1C(=C(C(=O)N)C=C(C1)OCC1N(CC1)C)C)C1=CN=C(S1)C (1-(8-Chloro-7-(2-methylthiazol-5-yl)quinolin-5-yl)cyclopropyl)-2-methyl-5-((1-methylazetidin-2-yl)methoxy)benzamide